CCCCCCCCC(CCCCCCCC)OC(CCC(=O)O)=O 4-(heptadecane-9-yloxy)-4-oxobutanoic acid